1-(1,1-difluoropropyl)-3-isocyanatobenzene FC(CC)(F)C1=CC(=CC=C1)N=C=O